BrC1=NN2C(NC(=C(C2=O)N2C[C@H](N(CC2)C(=O)OC(C)(C)C)C)CC)=N1 Tert-butyl (R)-4-(2-bromo-5-ethyl-7-oxo-4,7-dihydro-[1,2,4]triazolo[1,5-a]pyrimidin-6-yl)-2-methylpiperazine-1-carboxylate